butyl-2-methyl-3-hexadecylimidazole hydrogen sulfate S(=O)(=O)(O)O.C(CCC)C=1N(C(=NC1)C)CCCCCCCCCCCCCCCC